N-[6-chloro-2-({2-[2-(4-fluorophenyl)acetamido]pyridin-4-yl}ethynyl)pyridin-3-yl]-2,2,2-trifluoroacetamide ClC1=CC=C(C(=N1)C#CC1=CC(=NC=C1)NC(CC1=CC=C(C=C1)F)=O)NC(C(F)(F)F)=O